OC(C=C)CCC(C)(C)C 3-hydroxy-6,6-dimethyl-1-heptene